1-(4-(3-(2,2,2-trifluoro-1-((4-(4-morpholino-7H-pyrrolo[2,3-d]pyrimidin-6-yl)phenyl)amino)ethyl)azetidin-1-yl)piperidin-1-yl)prop-2-en-1-one FC(C(NC1=CC=C(C=C1)C1=CC2=C(N=CN=C2N2CCOCC2)N1)C1CN(C1)C1CCN(CC1)C(C=C)=O)(F)F